5-((4,7-Dimethyl-2,3-dihydro-1H-inden-2-yl)amino)pyridin CC1=C2CC(CC2=C(C=C1)C)NC=1C=CC=NC1